4-nitrophenyl 5-((bis(2-(pivaloylthio)ethoxy) phosphoryl)difluoro methyl)benzo[b]thiophene-2-carboxylate C(C(C)(C)C)(=O)SCCOP(=O)(OCCSC(C(C)(C)C)=O)C(C1=CC2=C(SC(=C2)C(=O)OC2=CC=C(C=C2)[N+](=O)[O-])C=C1)(F)F